1-(3-bromophenyl)-5-methyl-1H-pyrazole BrC=1C=C(C=CC1)N1N=CC=C1C